CC1=NC=CC=C1NC(=O)C1=NC=NC(=C1)C1=CC(=CC=C1)Cl 6-(3-Chloro-phenyl)-pyrimidine-4-carboxylic acid (2-methyl-pyridin-3-yl)-amide